NC1=C(C(NC=C1)(C(=O)N[C@H](C(F)(F)F)C)C1=CN(C2=C1C(=NC=C2Br)C2=C(C(=CC=C2)NC(C(=C)F)=O)C)C)Cl 4-amino-7-bromo-2-{4-[(2-fluoroacrylamido)-2-methylphenyl]-1-methylpyrrolo[3,2-c]pyridin-3-yl}-3-chloro-N-[(2S)-1,1,1-trifluoropropan-2-yl]pyridine-2-carboxamide